N-(5-METHOXY-3-METHYL-1H-INDAZOL-4-YL)-1-(2-(TRIFLUOROMETHYL)PYRIDIN-4-YL)-1H-PYRAZOLE-4-SULFONAMIDE COC=1C(=C2C(=NNC2=CC1)C)NS(=O)(=O)C=1C=NN(C1)C1=CC(=NC=C1)C(F)(F)F